ClCCCCCC Chlorohexan